5-(5,6-difluoro-1H-indol-3-yl)-3,3-dimethylisoindolin-1-one FC=1C=C2C(=CNC2=CC1F)C=1C=C2C(NC(C2=CC1)=O)(C)C